C=1N=CN2C1C1=CC=CC=C1C2C2(CCCCCC2)O 1-(5H-Imidazo[5,1-a]isoindol-5-yl)cycloheptan-1-ol